ClC=1C=C(C=CC1Cl)N1N=C(C=C1)OCCCN1CCCC1 1-(3,4-dichlorophenyl)-3-[3-(pyrrolidin-1-yl)propoxy]-1H-pyrazole